[N+](=O)([O-])C1=CC=C(C=C1)[C@H](C)NC(C)=O (S)-N-[1-(4-nitrophenyl)ethyl]acetamide